FC1=C(C(=CC=C1)F)C=1C(=NC=C(C1)F)[C@@]1(CC(=NO1)N1C[C@H]([C@H](C1)F)NS(=O)(=O)CF)CF N-[(3R,4S)-1-{(5S)-5-[3-(2,6-difluorophenyl)-5-fluoropyridin-2-yl]-5-(fluoromethyl)-4,5-dihydro-1,2-oxazol-3-yl}-4-fluoropyrrolidin-3-yl]-1-fluoromethanesulfonamide